ferric 3-pyridinesulfonate N1=CC(=CC=C1)S(=O)(=O)[O-].[Fe+3].N1=CC(=CC=C1)S(=O)(=O)[O-].N1=CC(=CC=C1)S(=O)(=O)[O-]